N-(4-hydroxyphenyl)-3-methyl-2-butenamide OC1=CC=C(C=C1)NC(C=C(C)C)=O